(S)-4-(4-chlorophenyl)-2-fluoro-5-oxo-5-(quinolin-3-yl)pentanoic acid ethyl ester C(C)OC([C@H](CC(C(C=1C=NC2=CC=CC=C2C1)=O)C1=CC=C(C=C1)Cl)F)=O